5H-pyrrolo[2,3-c]pyridazine N1=NC=CC2=C1N=CC2